NC1=C(C(NC2=C(C=CC=C12)C=1C(=NN(C1)C)C)=O)C(=O)NCC1COC1 4-Amino-8-(1,3-dimethyl-1H-pyrazol-4-yl)-N-(oxetan-3-ylmethyl)-2-oxo-1,2-dihydroquinoline-3-carboxamide